((1S,4R,6R)-6-((3-fluoro-5-(trifluoromethyl)pyridin-2-yl)oxy)-2-azabicyclo[2.2.1]heptan-2-yl)(2-(pyrimidin-2-yl)phenyl)methanone FC=1C(=NC=C(C1)C(F)(F)F)O[C@@H]1C[C@@H]2CN([C@H]1C2)C(=O)C2=C(C=CC=C2)C2=NC=CC=N2